2-{methyl[2-(1-methyl-1H-imidazol-4-yl)-5H,6H,7H-cyclopenta[d]pyrimidin-4-yl]amino}-N-(1-methylcyclopentyl)acetamide CN(CC(=O)NC1(CCCC1)C)C=1C2=C(N=C(N1)C=1N=CN(C1)C)CCC2